OCCC[N+](C)(C)CCCCCCCCCCCC hydroxypropyl-dodecyldimethylammonium